6-amino-5-((R)-1-(2,6-dichloro-3-fluorophenyl)ethoxy)pyridin NC1=C(C=CC=N1)O[C@H](C)C1=C(C(=CC=C1Cl)F)Cl